methyl-2-amino-5-methoxythiazole CC=1N=C(SC1OC)N